FC=1C(=C(C=C(C1)F)N1C(C2([C@@H]1C1=C(C=C(C(=C1)F)N1CCC(CC1)CN1CCNCC1)OC)CCCC2)=O)O (3S)-2-(3,5-difluoro-2-hydroxyphenyl)-3-(5-fluoro-2-methoxy-4-{4-[(piperazin-1-yl)methyl]piperidin-1-yl}phenyl)-2-azaspiro[3.4]octan-1-one